2,4,6-Tris-(N,N-dimethylaminomethyl)-phenol CN(C)CC1=C(C(=CC(=C1)CN(C)C)CN(C)C)O